C(C1=CC=CC=C1)OC(C#N)=C benzyloxy-acrylonitrile